FC(OC1=C(C=CC=C1)CC(=O)NC1=CC(=C(C=C1)C1=CN=CO1)F)F 2-(2-(difluoromethoxy)phenyl)-N-(3-fluoro-4-(oxazol-5-yl)phenyl)acetamide